(5-(4-methoxybenzyl)thiazol-2-yl)heptanamide COC1=CC=C(CC2=CN=C(S2)C(C(=O)N)CCCCC)C=C1